rac-2-Methoxy-5-(2-((2R,5S)-5-methyl-2-(1-oxoisoindolin-5-yl)piperidin-1-yl)-2-oxoacetamido)nicotinamide COC1=C(C(=O)N)C=C(C=N1)NC(C(=O)N1[C@H](CC[C@@H](C1)C)C=1C=C2CNC(C2=CC1)=O)=O |r|